[C].C(C=C)(=O)OCCCC.C=C ethylene n-butyl acrylate carbon